N1=C(C=CC=C1)C=1N=C(SC1)NC=1C=C(C(=O)NCC(F)(F)F)C=CN1 2-((4-(pyridin-2-yl)thiazol-2-yl)amino)-N-(2,2,2-trifluoroethyl)isonicotinamide